3,3-difluoro-1-((2S,5S)-9-fluoro-2,3-dihydro-2,5-methanopyrido[3,4-f][1,4]oxazepin-4(5H)-yl)-2,2-dimethylbutan-1-one FC(C(C(=O)N1C[C@H]2OC3=C([C@@H]1C2)C=NC=C3F)(C)C)(C)F